C(C)(C)(C)C1=CC(=CC(=C1O)C(C)(C)C)COC 2,6-di-t-butyl-alpha-methoxy-p-cresol